BrC(C(C)=O)C 3-bromobutan-2-one